NCCNCCC[Si](OC)(OC)C N-(beta-aminoethyl)-gamma-aminopropyl-methyldimethoxysilicon